1,3-dicyclohexylimidazole iodide [I-].C1(CCCCC1)N1CN(C=C1)C1CCCCC1